BrC1=C(C=CC(=C1)Cl)SC 2-bromo-4-chloro-1-methylsulfanyl-benzene